6-(3-Amino-6-(1-(1-(2,2,2-trifluoroethyl)piperidin-4-yl)-1H-pyrazol-4-yl)pyrazin-2-yl)-2-(3,5-dimethoxyphenyl)pyridazin-3(2H)-on NC=1C(=NC(=CN1)C=1C=NN(C1)C1CCN(CC1)CC(F)(F)F)C=1C=CC(N(N1)C1=CC(=CC(=C1)OC)OC)=O